ClC1=C(C=CC(=C1)C(F)(F)F)NC=1C(NC=CN1)=O 3-((2-chloro-4-(trifluoromethyl)phenyl)amino)pyrazin-2(1H)-one